FC1=NC(=CC=C1C=1SC=2C(N(CCC2N1)C(=O)OCCCC)=O)N1CCCC1 butyl 2-(2-fluoro-6-(pyrrolidin-1-yl)pyridin-3-yl)-4-oxo-6,7-dihydrothiazolo[5,4-c]pyridine-5(4H)-carboxylate